N1(CCC1)C1=CC(=C(C=N1)N1C=C(C(C2=CC(=C(C=C12)N1CC2=NC=CC=C2C1)F)=O)C(=O)O)C 1-(6-(azetidin-1-yl)-4-methylpyridin-3-yl)-7-(5,7-dihydro-6H-pyrrolo[3,4-b]pyridin-6-yl)-6-fluoro-4-oxo-1,4-dihydro-quinoline-3-carboxylic acid